4-(4-chloro-2-fluorophenyl)-2-((2r,4s)-2-(2-methoxy-4-pyridyl)tetrahydro-2H-pyran-4-yl)-6,7-dimethylpteridine ClC1=CC(=C(C=C1)C1=NC(=NC2=NC(=C(N=C12)C)C)[C@@H]1C[C@@H](OCC1)C1=CC(=NC=C1)OC)F